ClC1=C(C(=O)N[C@@H](CCOC[C@H](CCC2=NC=3NCCCC3C=C2)O)C(=O)O)C(=CN=C1)F N-(3-chloro-5-fluoroisonicotinoyl)-O-((S)-2-hydroxy-4-(5,6,7,8-tetrahydro-1,8-naphthyridin-2-yl)butyl)homoserine